NC=1C2=C(C(NN1)=O)N(N=C2C2=CC=C(CNC(C1=C(C=CC(=C1)F)OC)=O)C=C2)[C@@H]2C(CCC2)(F)F (S)-N-(4-(4-amino-1-(2,2-difluorocyclopentyl)-7-oxo-6,7-dihydro-1H-pyrazolo[3,4-d]pyridazin-3-yl)benzyl)-5-fluoro-2-methoxybenzamide